2-cyano-7-methyl-3-(morpholino-d8)quinoxalin C(#N)C1=NC2=CC(=CC=C2N=C1N1C(C(OC(C1([2H])[2H])([2H])[2H])([2H])[2H])([2H])[2H])C